C1CCC2=C(C=3CCCC3C=C12)NC(=O)N=[S@](=O)(N)C=1SC(=CC1)[C@@H]1NCCC1 (R)-N'-((1,2,3,5,6,7-hexahydro-s-indacen-4-yl)carbamoyl)-5-((R)-pyrrolidin-2-yl)thiophene-2-sulfonimidamide